5-(3-(3-fluoropyrrolidin-1-yl)azetidin-1-yl)-2-methylbenzoic acid FC1CN(CC1)C1CN(C1)C=1C=CC(=C(C(=O)O)C1)C